ClC=1C(=NC(=C(C1)C1=C(C=C(C=C1)N1C[C@H](OCC1)C(C)C)F)F)N (R)-3-chloro-6-fluoro-5-(2-fluoro-4-(2-isopropylmorpholino)phenyl)pyridin-2-amine